(morpholin-2-yl)methanol N1CC(OCC1)CO